2-(cyclohexylamino)-N-(4-phenylpyridin-3-yl)pyrimidine-4-carboxamide C1(CCCCC1)NC1=NC=CC(=N1)C(=O)NC=1C=NC=CC1C1=CC=CC=C1